7-methyldecanoate CC(CCCCCC(=O)[O-])CCC